OC1=C(C=C(C=C1)C1(C2=CC=CC(=C2C=2C(=CC=CC12)C1=CC=CC2=CC=CC=C12)C1=CC=CC2=CC=CC=C12)C1=CC(=C(C=C1)O)C)C 9,9-bis(4-hydroxy-3-methylphenyl)-4,5-dinaphthyl-fluorene